CN(C)C(=S)OC1=CC(=C(C(=C1)Cl)OCCCOC1=NC=C(C=C1Cl)C(F)(F)F)Cl O-(3,5-dichloro-4-(3-((3-chloro-5-(trifluoromethyl) pyridin-2-yl) oxy) propoxy) phenyl) dimethylaminothiocarboxylate